(7-ethoxy-4-(1-methyl-3-phenyl-1H-pyrazol-4-yl)quinazolin-6-yl)methyl methanesulfonate CS(=O)(=O)OCC=1C=C2C(=NC=NC2=CC1OCC)C=1C(=NN(C1)C)C1=CC=CC=C1